N1=C(N=CC=C1)C1=NC=NC=C1 2,4'-bipyrimidin